Methyl (4-(3-amino-7-(4-carbamoylphenyl)-1H-indazol-5-yl)pyridin-2-yl)carbamate NC1=NNC2=C(C=C(C=C12)C1=CC(=NC=C1)NC(OC)=O)C1=CC=C(C=C1)C(N)=O